N1(CCOCC1)C1=C(C=NC=C1)C(=O)N 4-(morpholin-4-yl)pyridine-3-carboxamide